cyclopropylpyrrolidin-3-amine C1(CC1)N1CC(CC1)N